FC1(CCN(CC1)C(=O)C1=CC2=C(N(C=N2)C=2C=CC(=NC2)C(=O)/N=C/N(C)C)C=C1)F (E)-5-(5-(4,4-difluoropiperidine-1-carbonyl)-1H-benzo[d]imidazol-1-yl)-N-((dimethylamino)methylene)picolinamide